2-(3-Oxa-6-azabicyclo[3.1.1]heptan-6-yl)-N-(6-chloro-4-((2,2-difluorobenzo[d][1,3]dioxol-5-yl)carbamoyl)pyridazin-3-yl)-6-methoxybenzo[d]thiazole-7-carboxamide C12COCC(N1C=1SC3=C(N1)C=CC(=C3C(=O)NC=3N=NC(=CC3C(NC3=CC1=C(OC(O1)(F)F)C=C3)=O)Cl)OC)C2